3-morpholino-1-(5-(trifluoromethyl)pyridin-2-yl)-1H-pyrazole-4-carboxylic acid ethyl ester C(C)OC(=O)C=1C(=NN(C1)C1=NC=C(C=C1)C(F)(F)F)N1CCOCC1